4-methylnaphthalene-1,3-diol CC1=C(C=C(C2=CC=CC=C12)O)O